1-(5-chloro-4-(methylsulfonyl)-2-nitrophenyl)piperidine ClC=1C(=CC(=C(C1)N1CCCCC1)[N+](=O)[O-])S(=O)(=O)C